trans-4-((4-(2-Ethyloxazol-4-yl) pyridin-2-yl)((trans-4-(5-methoxy-6-methylpyridin-2-yl)cyclohexyl)methyl) carbamoyl)cyclohexyl 3-hydroxyazetidine-1-carboxylate OC1CN(C1)C(=O)O[C@@H]1CC[C@H](CC1)C(N(C[C@@H]1CC[C@H](CC1)C1=NC(=C(C=C1)OC)C)C1=NC=CC(=C1)C=1N=C(OC1)CC)=O